5-(bromomethyl)-N-(4-chloro-2-fluorophenyl)-4-(trifluoromethyl)pyridin-3-amine BrCC=1C(=C(C=NC1)NC1=C(C=C(C=C1)Cl)F)C(F)(F)F